CC1=C(OC2=C(C(=CC=C2)F)CN2C[C@@H](N([C@@H](C2)C)C(C(C)C)=O)C(=O)NCC2=CC=C(C=C2)C2=NC=CC=N2)C(=CC=C1)C (2R,6R)-4-{[2-(2,6-dimethylphenoxy)-6-fluorophenyl]methyl}-6-methyl-1-(2-methylpropanoyl)-N-{[4-(pyrimidin-2-yl)phenyl]methyl}piperazine-2-carboxamide